FC1=C(C=CC=C1)C1=CC=C2C(=CC(N(C2=N1)C1=C(C=CC=C1)C(C)C)=O)N1[C@H](CN(CC1)C(C=C)=O)C 7-(2-fluorophenyl)-4-((2S)-2-methyl-4-(2-propenoyl)-1-piperazinyl)-1-(2-(2-propanyl)phenyl)-1,8-naphthyridin-2(1H)-one